ClC=1C(=NC=CC1C1=C(C(=CC=C1)C1=NC(=C(C=C1)CNC(C)C)OC)Cl)C=1C=C(C=2N(C1)N=C(N2)CNC2CCC(CC2)O)OC (1r,4s)-4-(((6-(3-chloro-4-(2-chloro-3-(5-((isopropylamino)methyl)-6-methoxypyridin-2-yl)phenyl)pyridin-2-yl)-8-methoxy-[1,2,4]triazolo[1,5-a]pyridin-2-yl)methyl)amino)cyclohexan-1-ol